(R)-N-(5-(2,2-difluorocyclopropyl)-1H-pyrazol-3-yl)-6-((1-methylpiperidin-4-yl)oxy)pyrazin-2-amine FC1([C@H](C1)C1=CC(=NN1)NC1=NC(=CN=C1)OC1CCN(CC1)C)F